CC1=C(C(=O)N)C=C(C=C1)C=1C2=C(N=C(N1)N1[C@H](CC1)C)CCC2 (S)-2-methyl-5-(2-(2-methylazetidin-1-yl)-6,7-dihydro-5H-cyclopenta[d]pyrimidin-4-yl)benzamide